(S)-2-chloro-7-isopropyl-4,8-dimethyl-7,8-dihydropteridin-6(5H)-one ClC1=NC=2N([C@H](C(NC2C(=N1)C)=O)C(C)C)C